ClC1=NC(=CC(=C1)CN1CCOCC1)Cl ((2,6-dichloropyridin-4-yl)methyl)morpholine